C[C@H]1N([C@@H](CC1)C)C1=CC2=C(C(=N1)CN(C(OC(C)(C)C)=O)C)CN(C2=O)C2=NC(=CC=C2)C2=NN=CN2C(C)C tert-butyl [(6-[(2R,5R)-2,5-dimethylpyrrolidin-1-yl]-1-oxo-2-{6-[4-(propan-2-yl)-4H-1,2,4-triazol-3-yl]pyridin-2-yl}-2,3-dihydro-1H-pyrrolo[3,4-c]pyridin-4-yl)methyl]methylcarbamate